(4-fluorophenyl)-N-methyl-N-phenyl-[1,2,4]triazolo[4,3-a]quinazolin-5-amine FC1=CC=C(C=C1)C1=NN=C2N1C1=CC=CC=C1C(=N2)N(C2=CC=CC=C2)C